1-[2-acryloyloxyethyl]-3-butylimidazolium C(C=C)(=O)OCCN1C=[N+](C=C1)CCCC